FC=1C=CC(=C(C1)C1=CC=C(S1)[C@@H](C)NC(=O)C1=NN(C(C=C1)=O)C1=C(C=CC=C1)F)C=O N-[(1R)-1-[5-(5-fluoro-2-formyl-phenyl)-2-thienyl]ethyl]-1-(2-fluorophenyl)-6-oxo-pyridazine-3-carboxamide